CS(=O)C=1N=CC2=C(N1)N=C(C=C2C#C[Si](C(C)C)(C(C)C)C(C)C)N2C(NCC21CCCC1)=O 1-{2-methanesulfinyl-5-[2-(triisopropylsilyl)ethynyl]pyrido[2,3-d]pyrimidin-7-yl}-1,3-diazaspiro[4.4]nonan-2-one